(l)-N-Acetylcysteine C(C)(=O)N[C@@H](CS)C(=O)O